ClCC(=O)N1C(=CC=C1)C#N (S)-1-(2-chloroacetyl)pyrrole-2-carbonitrile